COC1=C(C=CC(=C1)CCC(CC(CCCCCCCC)O)=O)[O-] 2-methoxy-4-(5-hydroxy-3-oxotridecyl)phenolate